β-Glycidoxyethyltriethoxysilan C(C1CO1)OCC[Si](OCC)(OCC)OCC